2-((S)-1-propenoyl-4-(7-(8-methylnaphthalen-1-yl)-2-(2-((R)-1-methylpyrrolidin-2-yl)ethyl)-5,6,7,8-tetrahydropyrido[3,4-d]pyrimidin-4-yl)piperazin-2-yl)acetonitrile C(C=C)(=O)N1[C@H](CN(CC1)C=1C2=C(N=C(N1)CC[C@@H]1N(CCC1)C)CN(CC2)C2=CC=CC1=CC=CC(=C21)C)CC#N